FC1=C2C=CNC2=CC(=C1OC=1C=CC(=C(C1)C=1NC(=C(N1)C(=O)OC)CC=1C(=C(C=CC1)CCC(=O)O)F)F)F 3-(3-((2-(5-((4,6-difluoro-1H-indol-5-yl)oxy)-2-fluorophenyl)-4-(methoxycarbonyl)-1H-imidazol-5-yl)methyl)-2-fluorophenyl)propanoic acid